7-bromo-2-methoxy-11,11-dimethyl-10,11-dihydrobenzo[6,7]oxepino[3,2-b]pyridine BrC1=CC2=C(CC(C3=NC(=CC=C3O2)OC)(C)C)C=C1